3-(3-chloro-4-fluorophenyl)-1-((5-(difluoromethyl)-4-methyl-4H-1,2,4-triazol-3-yl)methyl)-1-(6-methoxypyridin-3-yl)urea ClC=1C=C(C=CC1F)NC(N(C=1C=NC(=CC1)OC)CC1=NN=C(N1C)C(F)F)=O